BrC1=NN(C(=N1)C1CCOCC1)C 3-bromo-1-methyl-5-(tetrahydro-2H-pyran-4-yl)-1H-1,2,4-triazole